bis-(2-naphthyl)amine C1=C(C=CC2=CC=CC=C12)NC1=CC2=CC=CC=C2C=C1